Ruthenium(III) chlorid hydrat O.[Ru](Cl)(Cl)Cl